The molecule is a diester resulting from the formal sequential esterification of the hydroxy group of one molecule of (3R)-3-hydroxybutyric acid with the carboxy group of a second, followed by the esterification of the hydroxy group of the product with the carboxy group of a third molecule of (3R)-3-hydroxybutyric acid. Isolated from the Japanese inedible mushroom Hypoxylon truncatum and also the sponge-derived actinomycete Micromonospora sp. RV43. It has a role as a fungal metabolite. It is a diester and a (3R)-3-hydroxybutanoic acid oligomer. It is a conjugate acid of a (3R)-3-{[(3R)-3-{[(3R)-3-hydroxybutanoyl]oxy}butanoyl]oxy}butanoate. C[C@H](CC(=O)O[C@H](C)CC(=O)O[C@H](C)CC(=O)O)O